[Br-].CN(C=1C=C2N(C=3C=CC=C(C3C(C2=CC1)C1=C(C=CC=C1C)C)OC)C1=CC=CC=C1)C 6-(dimethylamino)-9-(2,6-dimethylphenyl)-1-methoxy-10-phenylacridine bromide